N-(cyclopropylmethyl)-5-(3-(piperidine-1-carbonyl)pyrazolo[1,5-a]pyridin-7-yl)picolinamide C1(CC1)CNC(C1=NC=C(C=C1)C1=CC=CC=2N1N=CC2C(=O)N2CCCCC2)=O